propionyl lactate C(C(O)C)(=O)OC(CC)=O